2-((2-(2-((2-(3-amino-6-methoxypyridin-2-yl)ethyl)(tert-butoxycarbonyl)amino)ethyl)-4-fluorophenyl)amino)-5-fluoro-4-(trifluoromethyl)benzoic acid NC=1C(=NC(=CC1)OC)CCN(CCC1=C(C=CC(=C1)F)NC1=C(C(=O)O)C=C(C(=C1)C(F)(F)F)F)C(=O)OC(C)(C)C